C(C)(C)(C)OC(=O)N1CCC(CC1)C1=CC=C(C=C1)C=1C=C2C(N(CC2=C(C1)F)C(C(=O)OCC)C1=C2N(C=N1)CCC2)=O 4-[4-[2-[1-(6,7-dihydro-5H-pyrrolo[1,2-c]imidazol-1-yl)-2-ethoxy-2-oxo-ethyl]-7-fluoro-3-oxo-isoindolin-5-yl]phenyl]piperidine-1-carboxylic acid tert-butyl ester